CC1=C(C(=CC(=C1)OCC(C)C)C)O 2,6-dimethyl-4-isobutoxyphenol